CC1=C(C(=C(C1([Hf]C=1C(C2=CC(=C(C=C2C1)C)C)C)C)C)C)C pentamethylcyclopentadienyl-(1,5,6-trimethylindenyl)hafnium